2-(4-cyclopropoxy-6-cyclopropylpyrimidin-5-yl)-9-([4-[5-methyl-3-(trifluoromethyl)pyrazol-1-yl]phenyl]methyl)-7H-purin-8-one C1(CC1)OC1=NC=NC(=C1C1=NC=C2NC(N(C2=N1)CC1=CC=C(C=C1)N1N=C(C=C1C)C(F)(F)F)=O)C1CC1